(6-(2,2,2-trifluoroethoxy)pyridin-3-yl)methanone FC(COC1=CC=C(C=N1)C=O)(F)F